ClC1=C(C2=C(N=N1)SC1=C2C=CN=C1NC1CCC1)C 3-chloro-N-cyclobutyl-4-methylpyrido[4',3':4,5]thieno[2,3-c]pyridazin-8-amine